BrC1=C2C=C(C(=NC2=CC(=C1)C)C1=NN=NN1C)C1=CC=C(C=C1)F 5-bromo-3-(4-fluorophenyl)-7-methyl-2-(1-methyl-1H-tetrazol-5-yl)quinoline